4-(6-(2-hydroxyethyl)pyridin-3-yl)-10,10-dimethyl-9-oxo-1-oxa-4-azaspiro[5.5]undec-7-ene-8-carbonitrile OCCC1=CC=C(C=N1)N1CCOC2(C1)C=C(C(C(C2)(C)C)=O)C#N